C1(CC(C(CC1)C(C)(C)O)O)C racemic-cis-p-menthane-3,8-diol